CC1=NC(=CC(=C1)C=1C=C(C=CC1)C=1N=C(SC1)NC(=O)[C@H]1N(CC1)C(=O)C1=C(N(C=C1)S(=O)(=O)C)C)C (S)-N-(4-(3-(2,6-dimethylpyridin-4-yl)phenyl)thiazol-2-yl)-1-(2-methyl-1-(methylsulfonyl)-1H-pyrrole-3-carbonyl)azetidine-2-carboxamide